1,4-diazepin-6-ol dihydrobromide Br.Br.N1C=CN=CC(=C1)O